1-(4-((5-(pyrazolo[1,5-a]pyridin-5-yl)-7H-pyrrolo[2,3-d]pyrimidin-2-yl)amino)piperidin-1-yl)ethan-1-one N1=CC=C2N1C=CC(=C2)C2=CNC=1N=C(N=CC12)NC1CCN(CC1)C(C)=O